FC=1C=C(C#N)C=C(C1)C(=O)N1CC2(C1)CC(C2)N(C=2C1=C(N=CN2)NC=C1)C 3-Fluoro-5-{6-[methyl-(7H-pyrrolo[2,3-d]pyrimidin-4-yl)-amino]-2-aza-spiro[3.3]heptane-2-carbonyl}-benzonitrile